N-[3-(4-aminobutanoylamino)propyl]-2-chloro-4-[[3-[3-(trifluoromethyl)-1H-pyrazol-4-yl]imidazo[1,2-a]pyrazin-8-yl]amino]benzamide formate C(=O)O.NCCCC(=O)NCCCNC(C1=C(C=C(C=C1)NC=1C=2N(C=CN1)C(=CN2)C=2C(=NNC2)C(F)(F)F)Cl)=O